CN1C(=CC=2C1=NC(=CN2)C(=O)O)C2=CC=CC=C2 5-methyl-6-phenylpyrrolo[2,3-b]pyrazine-3-carboxylic acid